C1=C(C=CC2=CC=CC=C12)C1=NN(C=C1\C=C/C(=O)N[C@@H](CC1=CC=CC=C1)C(=O)O)C1=CC=CC=C1 (Z)-(3-(3-(naphthalen-2-yl)-1-phenyl-1H-pyrazol-4-yl)acryloyl)-L-phenylalanine